CS(=O)(=O)C=1C=C(C=NC1)C(=O)N1C2CC2CC1C(=O)N 2-((5-(methylsulfonyl)-3-pyridinyl)carbonyl)-2-azabicyclo[3.1.0]hexane-3-carboxamide